1-(trifluoromethyl)-1H-pyrazole-3-sulfonyl chloride FC(N1N=C(C=C1)S(=O)(=O)Cl)(F)F